C(#N)C(C#N)=C1C(C2=CC=CC=C2C1)=O (dicyanomethylene)indan-1-one